benzyl-(4-hydroxyphenyl)sulfonium hexafluoroantimonate F[Sb-](F)(F)(F)(F)F.C(C1=CC=CC=C1)[SH+]C1=CC=C(C=C1)O